O=C(CP(OC)(OC)=O)C#CC1=CC=CC=C1 Dimethyl (2-oxo-4-phenylbut-3-yn-1-yl)phosphonate